(2-hydrazino-8-(pyridin-4-yl)-9H-purin-6-yl)morpholine N(N)C1=NC(=C2N=C(NC2=N1)C1=CC=NC=C1)N1CCOCC1